FC=1C=C(C=C(C1)F)[C@@H]1CC=NN1C(=O)N1CCN(CC1)C1=NC=C(C(=N1)N1N=CN(C1=O)CC)F (S)-2-(2-(4-(5-(3,5-difluorophenyl)-4,5-dihydro-1H-pyrazole-1-carbonyl)piperazin-1-yl)-5-fluoropyrimidin-4-yl)-4-ethyl-2,4-dihydro-3H-1,2,4-triazol-3-one